C(#N)C1=C(SC2=C1C(=NC=C2F)C=2C1=C(C=3C=NC(=NC3C2F)N2CC3N(CC2)CCC3)COC1)NC(OC(C)(C)C)=O tert-Butyl (3-cyano-7-fluoro-4-(5-fluoro-3-(hexahydropyrrolo[1,2-a]pyrazin-2(1H)-yl)-7,9-dihydrofuro[3,4-f]quinazolin-6-yl)thieno[3,2-c]pyridin-2-yl)carbamate